(R)-6-(5-(1-methyl-1H-1,2,3-triazol-4-yl)pyridin-3-yl)-N-(1-phenylethyl)-quinazolin-4-amine CN1N=NC(=C1)C=1C=C(C=NC1)C=1C=C2C(=NC=NC2=CC1)N[C@H](C)C1=CC=CC=C1